2'-[(5-Methylpyridin-2-yl)methyl]-N-{[(2S)-oxolan-2-yl]methyl}-8'-(trifluoromethyl)-2',5'-dihydrospiro[cyclopropan-1,4'-furo[2,3-g]indazol]-7'-carboxamid CC=1C=CC(=NC1)CN1N=C2C3=C(CC4(C2=C1)CC4)OC(=C3C(F)(F)F)C(=O)NC[C@H]3OCCC3